C(C)(C)(C)OC(CCC(=O)N[C@H](C(=O)NCC=1C=C(OCCC2CN(CCC2)C(=O)OC(C)(C)C)C=C(C1C)C)CCC1=CC=CC=C1)=O tert-butyl 3-(2-(3-(((S)-2-(4-(tert-butoxy)-4-oxobutanamido)-4-phenylbutanamido)methyl)-4,5-dimethylphenoxy)ethyl)piperidine-1-carboxylate